N1CCC(CC1)NC(=O)C1=NC=NN1 N-(piperidin-4-yl)-1H-1,2,4-triazole-5-carboxamide